C1(CCCCC1)NC1=NC=C(C=C1C1=NC(=NO1)C)NC(CC)CC N2-cyclohexyl-3-(3-methyl-1,2,4-oxadiazol-5-yl)-N5-(pentan-3-yl)pyridine-2,5-diamine